FC1=C(C=CC(=C1)C)C1=CC=C(C(=N1)N1C(C[C@@H](C1)C)(C)C)C(=O)NS(=O)(=O)C=1C(NC=CC1)=O 6-(2-Fluoro-4-methylphenyl)-N-[(2-oxo-1H-pyridin-3-yl)sulfonyl]-2-[(4S)-2,2,4-trimethylpyrrolidin-1-yl]pyridin-3-carboxamid